NC=1N=C(C2=C(N1)CN(C2=O)C[C@@H]2C[C@@H](CCC2)C(F)(F)F)C(F)(F)F 2-amino-4-(trifluoromethyl)-6-(((1S,3R)-3-(trifluoromethyl)cyclohexyl)methyl)-6,7-dihydro-5H-pyrrolo[3,4-d]pyrimidin-5-one